CC(C=O)=CC=CC=C(C(CC)OC)C 2,7-dimethyl-8-methoxyl-2,4,6-decatriene-1-aldehyde